5-(benzo[d]thiazol-6-yl)-N4-cyclohexylpyrimidine-2,4-diamine S1C=NC2=C1C=C(C=C2)C=2C(=NC(=NC2)N)NC2CCCCC2